4-(2-cyclopropyl-4-(trifluoromethyl)thiazol-5-yl)-2-((1-(methylsulfonyl)piperidin-4-yl)amino)pyrimidine-5-carbonitrile C1(CC1)C=1SC(=C(N1)C(F)(F)F)C1=NC(=NC=C1C#N)NC1CCN(CC1)S(=O)(=O)C